γ-Glycidoxypropyltriethoxysilan C(C1CO1)OCCC[Si](OCC)(OCC)OCC